CC1=CC=C(C=C1)S(=O)(=O)OC(C(F)(F)F)C=1C=NC2=CC(=CC=C2C1OCCCC)C(N)=O 1-(4-butoxy-7-carbamoylquinolin-3-yl)-2,2,2-trifluoroethyl 4-methylbenzenesulfonate